alpha-methyl-4-(1-methyl-ethyl)-benzeneacetaldehyde CC(C=O)C1=CC=C(C=C1)C(C)C